tetra(4-bromomethylphenyl)ethylene BrCC1=CC=C(C=C1)C(=C(C1=CC=C(C=C1)CBr)C1=CC=C(C=C1)CBr)C1=CC=C(C=C1)CBr